NC=1C2=C(N=CN1)N(C=C2C2=CC(=C(C=C2)NC(=O)NC2=CC(=C(C=C2)CN2CCN(CC2)CCO[Si](C2=CC=CC=C2)(C2=CC=CC=C2)C(C)(C)C)C(F)(F)F)F)C2CC2 1-(4-(4-amino-7-cyclopropyl-7H-pyrrolo[2,3-d]pyrimidin-5-yl)-2-fluorophenyl)-3-(4-((4-(2-((tert-butyldiphenylsilyl)oxy)ethyl)piperazin-1-yl)methyl)-3-(trifluoromethyl)phenyl)urea